C(C)OC(=O)C=1C=C(N2C=CC=C2C1)C(=O)C=1SC=CC1 5-(thiophene-2-carbonyl)indolizine-7-carboxylic acid ethyl ester